FC1=CC=CC=2C3=CC=CC=C3C=CC12 monofluoro-phenanthrene